N1(CC=CC2=CC=CC=C12)C(=O)O.FC1=CC=C(C=C1)N1N=CC2=CC(=C(C=C12)C)C12C(CN(C1)S(=O)(=O)C=1C=NN(C1)C)CC(C2)(OC)C=2SC=CN2 2-(3a-(1-(4-fluorophenyl)-6-methyl-1H-indazol-5-yl)-5-methoxy-2-((1-methyl-1H-pyrazol-4-yl)sulfonyl)octahydrocyclopenta[c]pyrrol-5-yl)thiazole quinoline-1-carboxylate